rac-N-[(2S,3R,4S)-1-(cyclobutanecarbonyl)-2-{[2-(3,5-difluorophenyl)-1,3-thiazol-4-yl]methyl}-4-fluoropyrrolidin-3-yl]-methanesulfonamide C1(CCC1)C(=O)N1[C@H]([C@H]([C@H](C1)F)NS(=O)(=O)C)CC=1N=C(SC1)C1=CC(=CC(=C1)F)F |r|